OC1(COC1)C1=CC=C(C=C1)S(=O)(=O)NC1CCN(CC1)S(=O)(=O)C1=CC=C(C=C1)C(F)(F)F 4-(3-hydroxyoxetan-3-yl)-N-(1-((4-(trifluoromethyl)phenyl)sulfonyl)piperidin-4-yl)benzenesulfonamide